(biphenylyl)(methyldibenzofuranylphenyl)(diphenylfluorenyl)amine C1(=C(C=CC=C1)N(C1=C(C(=CC=2C3=CC=CC=C3CC12)C1=CC=CC=C1)C1=CC=CC=C1)C1=C(C(=CC=C1)C)C1=CC=CC=2OC3=C(C21)C=CC=C3)C3=CC=CC=C3